(3R)-3-{[2-(4-fluorophenyl)-9-(trifluoromethyl)[1,2,4]triazolo[1,5-c]quinazolin-5-yl]amino}azepin-2-one methyl-5-fluoropyridine-2-carboxylate COC(=O)C1=NC=C(C=C1)F.FC1=CC=C(C=C1)C1=NN2C(=NC=3C=CC(=CC3C2=N1)C(F)(F)F)NC=1C(N=CC=CC1)=O